N-(1-(4,4-difluorocyclohexyl)-2-((3-fluoro-4-(trimethylsilyl)phenyl)amino)-2-oxoethyl)-3-hydroxy-1,2-oxazole-5-carboxamide FC1(CCC(CC1)C(C(=O)NC1=CC(=C(C=C1)[Si](C)(C)C)F)NC(=O)C1=CC(=NO1)O)F